(6-(2-hydroxy-4-(1H-pyrazol-4-yl)phenyl)pyridazin-3-yl)(3,3,5,5-tetramethylpiperazin-1-yl)methanone OC1=C(C=CC(=C1)C=1C=NNC1)C1=CC=C(N=N1)C(=O)N1CC(NC(C1)(C)C)(C)C